5,6-dimethylbenzopyrone CC1=C(C=CC2=C1C=CC(O2)=O)C